((4-cyclopropyl-5-fluoro-2-(N-methylmethanesulfonamido)phenyl)amino)-6-((3,5-difluoropyridin-2-yl)amino)-N-ethoxynicotinamide C1(CC1)C1=CC(=C(C=C1F)NC1=C(C(=O)NOCC)C=CC(=N1)NC1=NC=C(C=C1F)F)N(S(=O)(=O)C)C